(S)-2,4-dimethyl-1-((4-methyl-6-(quinolin-4-yl)pyridin-3-yl)oxy)pentan-2-amine C[C@@](COC=1C=NC(=CC1C)C1=CC=NC2=CC=CC=C12)(CC(C)C)N